FC(OC1=C(C=C(C=C1)OC=1C=NN(C1)[C@H]1CN(CC[C@@H]1O)C)C1=NN(C=C1NC(=O)C=1C=NN2C1N=CC=C2)C)F |r| N-[3-[2-(difluoromethoxy)-5-[1-[rac-(3S,4S)-4-hydroxy-1-methyl-3-piperidyl]pyrazol-4-yl]oxy-phenyl]-1-methyl-pyrazol-4-yl]pyrazolo[1,5-a]pyrimidine-3-carboxamide